4-(6-((3-aminopropyl)(methyl)amino)-4-hydroxy-3-(3-hydroxy-4-methyl-phenyl)pyridin-2-yl)-2-fluorobenzonitrile hydrochloride Cl.NCCCN(C1=CC(=C(C(=N1)C1=CC(=C(C#N)C=C1)F)C1=CC(=C(C=C1)C)O)O)C